CC1=NC=CC(=C1)NC1=NC2=C(C3=CN=CC=C13)C=C(N2)C(=O)O 5-((2-methylpyridin-4-yl)amino)-7H-pyrrolo[2,3-c][2,6]naphthyridine-8-carboxylic acid